6-(7-fluorobenzo[1,3]dioxol-4-yl)-2-phenoxymethylimidazo[1,2-a]pyrimidine FC1=CC=C(C2=C1OCO2)C=2C=NC=1N(C2)C=C(N1)COC1=CC=CC=C1